C1=NC=CC2=C(C=CC=C12)C1=CC(=NC2=C(N=CC=C12)C1=CC=NN1)N1CCOCC1 4-(isoquinolin-5-yl)-2-(morpholin-4-yl)-8-(1H-pyrazol-5-yl)-1,7-naphthyridine